CN1CCN(CC1)C=1C=CC(=NC1)NC(CN1N=CC(=C1)C1=CC(=NC=C1)C(F)(F)F)=O N-[5-(4-methylpiperazin-1-yl)-2-pyridyl]-2-[4-[2-(trifluoromethyl)-4-pyridyl]pyrazol-1-yl]acetamide